C/1=C\CC\C=C\CC\C=C/CC1 trans-trans-cis-1,5,9-cyclododecatriene